BrC=1C=C(O[C@H]2C[C@H](NC2)C(=O)N2[C@@H](CN(CC2)C(=O)OCC2=CC=CC=C2)C(=O)OC)C=CC1 O1-benzyl O3-methyl (3S)-4-[(2S,4S)-4-(3-bromophenoxy)pyrrolidine-2-carbonyl]piperazine-1,3-dicarboxylate